(R)-((2-(6-methoxy-1H-pyrrolo[2,3-b]pyridin-4-yl)-6-(3-methylmorpholino)-pyrimidin-4-yl)imino)dimethyl-λ6-sulfanone COC1=CC(=C2C(=N1)NC=C2)C2=NC(=CC(=N2)N=S(=O)(C)C)N2[C@@H](COCC2)C